C(#N)C1=C(C(=NC2=C(C=C(C=C12)F)C(C)NC1=C(C(=O)O)C=CC=C1)C1CCOCC1)C 2-((1-(4-cyano-6-fluoro-3-methyl-2-(tetrahydro-2H-pyran-4-yl)quinolin-8-yl)ethyl)amino)benzoic acid